5-Bromo-3-fluoro-2-(piperidin-1-yl)pyridine BrC=1C=C(C(=NC1)N1CCCCC1)F